ClC=1C(=C(C=CC1Cl)NC1=NC=NC2=CC(=C(C=C12)OCC=1C=C2CN(C(C2=CC1F)=O)C1C(NC(CC1)=O)=O)OC)F 3-(5-(((4-((3,4-dichloro-2-fluorophenyl)amino)-7-methoxyquinazolin-6-yl)oxy)methyl)-6-fluoro-1-oxoisoindolin-2-yl)piperidine-2,6-dione